bromo-3-methoxy-[1,1'-biphenyl]-4-carbonitrile BrC1=C(C=CC(=C1OC)C#N)C1=CC=CC=C1